ethyl (E)-[4-[3-(4-bromophenyl)-3-(4-chlorophenyl)allyloxy]-2-methylphenyl]-propionate BrC1=CC=C(C=C1)/C(=C/COC1=CC(=C(C=C1)C(C(=O)OCC)C)C)/C1=CC=C(C=C1)Cl